2-Amino-2-(2-(cyclopropanesulfonamido)thiazol-4-yl)-N-(4-(6-ethoxypyrazin-2-yl)phenyl)acetamide NC(C(=O)NC1=CC=C(C=C1)C1=NC(=CN=C1)OCC)C=1N=C(SC1)NS(=O)(=O)C1CC1